C(C)(C)OC(NCN1CCC(CC1)C1=CC=C(C=C1)NC(C1=CC(=C(C=C1)C)NC1=NC=CC(=N1)C=1C=NC=CC1)=O)=O (4-{4-[4-Methyl-3-(4-pyridin-3-yl-pyrimidin-2-ylamino)-benzoylamino]-phenyl}-piperidin-1-ylmethyl)-carbamic acid isopropyl ester